(methoxymethyl)azetidine COCN1CCC1